2-[[4-bromo-5-(2-pyridinyl)pyrazol-1-yl]methoxy]ethyl-trimethyl-silane BrC=1C=NN(C1C1=NC=CC=C1)COCC[Si](C)(C)C